C(CCC)C1(NS(C2=C(N(C1)C1=CC=CC=C1)C=C(C(=C2)CSCC(=O)OCC)OC)(=O)=O)C ethyl 2-(((3-butyl-7-methoxy-3-methyl-1,1-dioxido-5-phenyl-2,3,4,5-tetrahydro-1,2,5-benzothiadiazepin-8-yl)methyl)thio)acetate